4-[1-[2-chloro-4-[[3-(3-fluoro-4-methoxy-phenyl)imidazo[1,2-a]pyrazin-8-yl]amino]benzoyl]piperidine-4-carbonyl]piperazine-2-carboxylic acid ClC1=C(C(=O)N2CCC(CC2)C(=O)N2CC(NCC2)C(=O)O)C=CC(=C1)NC=1C=2N(C=CN1)C(=CN2)C2=CC(=C(C=C2)OC)F